O=C1NC(CCC1N1C(C2=CC=C(C=C2C1=O)OCCOCCN1[C@H](CN(CC1)C1=NC=NC(=C1)C1=NNC2=CC=C(C=C12)OC1(CC1)C)C)=O)=O 2-(2,6-dioxo-3-piperidyl)-5-[2-[2-[(2S)-2-methyl-4-[6-[5-(1-methylcyclopropoxy)-1H-indazol-3-yl]pyrimidin-4-yl]piperazin-1-yl]ethoxy]ethoxy]isoindoline-1,3-dione